COC(CC(CC(=O)OC)=O)=O dimethyl-3-oxopentanedioate